(R)-2-(prop-2-yn-1-yl)heptanoic acid C(C#C)[C@H](C(=O)O)CCCCC